C1(CC1)CO[C@H]1C[C@H]([C@@H]([C@H](C1)C1=CC=C(C=C1)NC)C(=O)O)C(NC1=C(C=C(C=C1)C(F)(F)F)F)=O |r| rac-(1R,2R,4R,6S)-4-(cyclopropylmethoxy)-2-((2-fluoro-4-(trifluoromethyl)phenyl)carbamoyl)-6-(4-(methylamino)phenyl)cyclohexane-1-carboxylic acid